2-[4-(1-benzyl-6-oxo-1,6-dihydropyridazin-3-yl)oxy-3,5-dichlorophenyl]-3,5-dioxo-1,2,4-triazine-6-carbonitrile C(C1=CC=CC=C1)N1N=C(C=CC1=O)OC1=C(C=C(C=C1Cl)N1N=C(C(NC1=O)=O)C#N)Cl